COC1=CC=C2C(=CC(=NC2=C1)C)B(O)O 7-METHOXY-2-METHYLQUINOLIN-4-YLBORONIC ACID